4-(2-methylpropyl)phenyl-tolyl-iodonium CC(CC1=CC=C(C=C1)[I+]C1=C(C=CC=C1)C)C